methyl 3-[methyl-[4-(o-tolyl)-2-oxo-pyrano[2,3-b]pyridin-7-yl]amino]propanoate CN(CCC(=O)OC)C1=CC=C2C(=N1)OC(C=C2C2=C(C=CC=C2)C)=O